FC([C@@]12CCN(C[C@H]2C1)C1=C(C(=O)NC2=NC(=NC(=C2)C)N2CCC(CC2)(F)F)C=CC(=C1)NS(=O)(=O)CCO)F 2-((1S,6R)-6-(difluoromethyl)-3-azabicyclo[4.1.0]heptan-3-yl)-N-(2-(4,4-difluoropiperidin-1-yl)-6-methylpyrimidin-4-yl)-4-((2-hydroxyethyl)sulfonamido)benzamide